(2-((5-bromo-2-((2-cyclopropyloxy-5-(1-methyl-1H-pyrazol-4-yl)-4-(4-(piperazine-1-yl)piperidin-1-yl)phenyl)amino)pyrimidin-4-yl)amino)naphthalen-1-yl)dimethylphosphine oxide BrC=1C(=NC(=NC1)NC1=C(C=C(C(=C1)C=1C=NN(C1)C)N1CCC(CC1)N1CCNCC1)OC1CC1)NC1=C(C2=CC=CC=C2C=C1)P(C)(C)=O